(S)-6-(7-fluoro-6-(piperidin-1-yl)-1H-benzo[d]imidazol-2-yl)-2-methyl-7-((1-(pyrimidin-2-yl)ethyl)amino)-2H-pyrazolo[4,3-b]pyridin-5(4H)-one FC1=C(C=CC2=C1NC(=N2)C2=C(C=1C(NC2=O)=CN(N1)C)N[C@@H](C)C1=NC=CC=N1)N1CCCCC1